OC(=O)C(F)(F)F.O=C1NC(CCC1N1C(C2=CC=C(C=C2C1=O)N1CCN(CC1)CCCC(=O)O)=O)=O 4-(4-(2-(2,6-dioxopiperidin-3-yl)-1,3-dioxoisoindolin-5-yl)piperazin-1-yl)butanoic acid TFA salt